(S)- and (R)-2-((4-chlorophenethyl)amino)-2-cyclopentyl-1-(1H-indol-3-yl)ethan-1-one ClC1=CC=C(CCN[C@H](C(=O)C2=CNC3=CC=CC=C23)C2CCCC2)C=C1 |r|